4-fluoro-3-((6-fluoroquinolin-4-yl)amino)-N-(3-(pyridin-4-ylamino)phenyl)benzamide FC1=C(C=C(C(=O)NC2=CC(=CC=C2)NC2=CC=NC=C2)C=C1)NC1=CC=NC2=CC=C(C=C12)F